C1(=CC=CC=C1)C(OCC(COC(C1=CC=CC=C1)(C1=CC=CC=C1)C1=CC=CC=C1)O)(C1=CC=CC=C1)C1=CC=CC=C1 1,3-bis(triphenylmethoxy)propan-2-ol